3α-Acetoxy-7α-hydroxy-11-oxo-6α-ethyl-5β-cholan-24-ol C(C)(=O)O[C@H]1C[C@H]2[C@H]([C@H]([C@H]3[C@@H]4CC[C@H]([C@@H](CCCO)C)[C@]4(CC([C@@H]3[C@]2(CC1)C)=O)C)O)CC